7-(2-methylbutanoyl)-4-(isopropyl)aminocyclohepta[7,6-b]indole CC(C(=O)C1=CC2=NC3=C(C=CC=C3C2=CC=C1)NC(C)C)CC